2'-((3-((S)-2,2-difluorocyclopropoxy)-1H-pyrazol-4-yl)amino)-7'-((1R,3R)-3-hydroxycyclohexyl)spiro[cyclopropane-1,5'-pyrrolo[2,3-d]pyrimidin]-6'(7'H)-one FC1([C@H](C1)OC1=NNC=C1NC=1N=CC2=C(N1)N(C(C21CC1)=O)[C@H]1C[C@@H](CCC1)O)F